3-piperonyl-cyclobutanone C(C1=CC=2OCOC2C=C1)C1CC(C1)=O